Methyl 5-[({1-[2-fluoro-4-(trifluoromethyl) phenyl] cyclopropyl} carbonyl)amino]-2-(1-propyl-1H-pyrazol-4-yl)benzoate FC1=C(C=CC(=C1)C(F)(F)F)C1(CC1)C(=O)NC=1C=CC(=C(C(=O)OC)C1)C=1C=NN(C1)CCC